N[C@@H]([C@@H](C)OC1CC1)C1=NC2=C(N1)C=CC(=C2)[C@@H](COC)N2C(N[C@@H](C2)C(F)(F)F)=O (S)-1-((S)-1-(2-((1R,2R)-1-amino-2-cyclopropoxypropyl)-1H-benzo[d]imidazol-5-yl)-2-methoxyethyl)-4-(trifluoromethyl)imidazolidin-2-one